FC(OC1=CC=C(OC2CCN(CC2)C2=C(C(N(C3=CC=CC=C23)C)=O)C#N)C=C1)F 4-{4-[4-(difluoromethoxy)phenoxy]piperidin-1-yl}-1-methyl-2-oxo-1,2-dihydroquinoline-3-carbonitrile